tert-Butyl 8-methyl-7-(4,4,5,5-tetramethyl-1,3,2-dioxaborolan-2-yl)-2,3-dihydropyrido[2,3-b][1,4]oxazine-1-carboxylate CC1=C(C=NC=2OCCN(C21)C(=O)OC(C)(C)C)B2OC(C(O2)(C)C)(C)C